C(CCCCC)N(C(SCCSC(N(CCCCCC)CCCCCC)=S)=S)CCCCCC ethylene bis(dihexyldithiocarbamate)